9-(trieth-oxysilylmethyl)dibenzopyrrole C(C)O[Si](OCC)(OCC)CC1=CC=CC2=C1C1=C(N2)C=CC=C1